dibenzyl propanedioate C(CC(=O)OCC1=CC=CC=C1)(=O)OCC1=CC=CC=C1